α-isopropoxystyrene C(C)(C)OC(=C)C1=CC=CC=C1